C1(CC1)C1=C(C(=O)O)C=CC(=C1)N1N=NN=C1SCC(=O)C1=CC=C(C=C1)S(=O)(=O)C 2-Cyclopropyl-4-(5-((2-(4-(methylsulfonyl)phenyl)-2-oxoethyl)thio)-1H-tetrazol-1-yl)benzoic acid